β-D-apiofuranose O[C@H]1[C@H](O)C(CO1)(O)CO